N-(3-(1H-pyrazol-4-yl)propyl)-4-(((1-methyl-1H-pyrazol-3-yl)methyl)sulfonyl)-3-((4-(piperidin-4-yl)phenyl)ethynyl)benzamide hydrochloride Cl.N1N=CC(=C1)CCCNC(C1=CC(=C(C=C1)S(=O)(=O)CC1=NN(C=C1)C)C#CC1=CC=C(C=C1)C1CCNCC1)=O